4-(3-aminoazetidin-1-yl)-6-(1-(trifluoromethyl)-1H-pyrazol-4-yl)pyrimidin-2-amine NC1CN(C1)C1=NC(=NC(=C1)C=1C=NN(C1)C(F)(F)F)N